2-hydrazinylpyridine N(N)C1=NC=CC=C1